(ALPHAS)-ALPHA-HYDROXY-CYCLOPROPANEPROPANOIC ACID OC(C(=O)O)CC1CC1